10-undecen-1-al tert-butyl-(4-((2-(cyclobutanecarboxamido)pyridin-4-yl)oxy)-2-fluorophenyl)carbamate C(C)(C)(C)N(C(O)=O)C1=C(C=C(C=C1)OC1=CC(=NC=C1)NC(=O)C1CCC1)F.C(CCCCCCCCC=C)=O